F[C@H]1[C@@H](C1)C(=O)N1C2CN(CC1CC2)C2=C1C(=NC=C2)NC(=C1C#N)C=1C=NN(C1)C 4-(8-((1S,2R)-2-fluorocyclopropane-1-carbonyl)-3,8-diazabicyclo[3.2.1]octan-3-yl)-2-(1-methyl-1H-pyrazol-4-yl)-1H-pyrrolo[2,3-b]pyridine-3-carbonitrile